CN1N=C(C=C1)C1=CC=C(C=C1)CNC1=NN2C(NC(=CC2=O)CCC)=N1 2-[[4-(1-methylpyrazol-3-yl)-phenyl]methylamino]-5-propyl-4H-[1,2,4]triazolo[1,5-a]-pyrimidin-7-one